(R)-(5-(1,5-dimethyl-1H-pyrazol-3-yl)-1,3,4-oxadiazol-2-yl)(4-(7-fluoropyrazolo[1,5-a]pyridin-2-yl)-6,7-dihydro-1H-imidazo[4,5-c]pyridin-5(4H)-yl)methanone CN1N=C(C=C1C)C1=NN=C(O1)C(=O)N1[C@H](C2=C(CC1)NC=N2)C2=NN1C(C=CC=C1F)=C2